C(C1=CC=CC=C1)[C@@H]1N(OCC1)C1=CC(=NC=N1)NC1=CC=C(C=C1)N1CCN(CC1)C (S)-6-(3-benzylisoxazolidin-2-yl)-N-(4-(4-methylpiperazin-1-yl)phenyl)pyrimidin-4-amine